3-(4-(((S)-7-chloro-2,3-dihydrobenzo[b][1,4]dioxin-2-yl)methoxy)phenyl)-3-(pyridin-4-yl)propanoic acid ClC=1C=CC2=C(O[C@H](CO2)COC2=CC=C(C=C2)C(CC(=O)O)C2=CC=NC=C2)C1